ClC1=CC(=C(C=C1)N1CCC(=CC1)C=1N=C(N(C1)S(=O)(=O)C1=CC=C(C=C1)S(=O)(=O)N(C)C)C)F 4-((4-(1-(4-chloro-2-fluorophenyl)-1,2,3,6-tetrahydropyridin-4-yl)-2-methyl-1H-imidazol-1-yl)sulfonyl)-N,N-dimethylbenzenesulfonamide